CCCCC/C=C\\C[C@@H](/C=C/CCCCCCC(=O)[O-])OO The molecule is an unsaturated fatty acid anion that is the conjugate base of (8E,10S,12Z)-10-hydroperoxyoctadeca-8,12-dienoic acid, obtained by deprotonation of the carboxy group. It is a hydroperoxy fatty acid anion, a long-chain fatty acid anion, a polyunsaturated fatty acid anion and a hydroperoxy polyunsaturated fatty acid anion. It is a conjugate base of an (8E,10S,12Z)-10-hydroperoxyoctadeca-8,12-dienoic acid. It is an enantiomer of an (8E,10R,12Z)-10-hydroperoxy-8,12-octadecadienoate.